ethyl 1-(4-nitrophenyl)-1H-imidazole-4-carboxylate [N+](=O)([O-])C1=CC=C(C=C1)N1C=NC(=C1)C(=O)OCC